(1s,3s)-3-((4-methoxy-5-(1-methyl-1H-benzo[d][1,2,3]triazol-6-yl)pyrrolo[2,1-f][1,2,4]triazin-2-yl)amino)-N,N,1-trimethylcyclobutane-1-carboxamide COC1=NC(=NN2C1=C(C=C2)C=2C=CC1=C(N(N=N1)C)C2)NC2CC(C2)(C(=O)N(C)C)C